6'-fluoro-2'-(furan-2-ylmethyl)-1'-oxo-1',4'-dihydro-2'H-spiro[cyclopentane-1,3'-isoquinoline]-4'-carboxylic acid FC=1C=C2C(C3(N(C(C2=CC1)=O)CC=1OC=CC1)CCCC3)C(=O)O